7-methoxy-1,2,4a,5-tetrahydrobenzo[b]pyrazine COC1=CCC2C(NCC=N2)=C1